N-((R)-1-(2-methyl-3-(trifluoromethyl)phenyl)ethyl)-4-(((1R,2R,4s)-7-methyl-7-azabicyclo[2.2.1]hept-2-yl)amino)-6-oxo-1-(tetrahydro-2H-pyran-4-yl)-1,6-dihydropyridine-3-carboxamide CC1=C(C=CC=C1C(F)(F)F)[C@@H](C)NC(=O)C1=CN(C(C=C1N[C@H]1[C@H]2CC[C@@H](C1)N2C)=O)C2CCOCC2